2,3,5-triphenyltetrazolium monochloride [Cl-].C1(=CC=CC=C1)N1[NH2+]C(=NN1C1=CC=CC=C1)C1=CC=CC=C1